(R)-4-benzyl-5-(hydroxymethyl)morpholin-3-one C(C1=CC=CC=C1)N1C(COC[C@H]1CO)=O